Sulphuric acid Barium [Ba].S(O)(O)(=O)=O